FC1=C(C(=CC=2CC[C@@H](CC12)NCCC(C)C)O)N1CC(NS1(=O)=O)=O 5-{(7S)-1-fluoro-3-hydroxy-7-[(3-methylbutyl)amino]-5,6,7,8-tetrahydronaphthalen-2-yl}-1λ6,2,5-thiadiazolidine-1,1,3-trione